1,4,7-triazacyclononane-4,7-diyl-diacetic acid N1CCN(CCN(CC1)CC(=O)O)CC(=O)O